C[Zr](C=1C(C2=CC=CC=C2C1)CC)(C=1C(C2=CC=CC=C2C1)CC)C dimethyl-bis(1-ethylindenyl)zirconium